N1(C(=CCC1)C(=O)[O-])C(=O)[O-] pyrroline-1,2-dicarboxylate